Methyl-α-carbomethoxycinnamat COC(C(=CC1=CC=CC=C1)C(=O)OC)=O